4-[(6-bromo-2-pyridinyl)oxymethyl]-3-iodo-benzonitrile BrC1=CC=CC(=N1)OCC1=C(C=C(C#N)C=C1)I